BrC1=CC(=C2C(=NC=NC2=C1)NC1=CC=C2C=CC=NC2=C1)O[C@@H](CN(C)C)C (R)-7-bromo-5-((1-(dimethylamino)propan-2-yl)oxy)-N-(quinolin-7-yl)quinazolin-4-amine